1-(3,4-difluorophenyl)-3-(4-fluoro-3-(3-methoxyquinoxaline-6-carbonyl)phenyl)urea FC=1C=C(C=CC1F)NC(=O)NC1=CC(=C(C=C1)F)C(=O)C=1C=C2N=C(C=NC2=CC1)OC